ClC1=C2C(=NC=C1C=1C=NN(C1)CCOC)NCC21CCCC1 4'-Chloro-5'-(1-(2-methoxyethyl)-1H-pyrazol-4-yl)-1',2'-dihydrospiro[cyclopentane-1,3'-pyrrolo[2,3-b]pyridin]